FC=1C(=CC(=C(C1)N1C(C=CC2=CC(=CC=C12)S(=O)(=O)OC1=C(C(=C(C(=C1F)F)F)F)F)=O)OC)C1(CC1)C(F)(F)F PERFLUOROPHENYL 1-(5-FLUORO-2-METHOXY-4-(1-(TRIFLUOROMETHYL)CYCLOPROPYL)PHENYL)-2-OXO-1,2-DIHYDROQUINOLINE-6-SULFONATE